(carboxyacetamido)benzoic acid C(=O)(O)CC(=O)NC1=C(C(=O)O)C=CC=C1